7-(1-cyclobutyl-2,2,2-trifluoroethyl)-5-fluoro-2-(((3S,4R)-3-hydroxytetrahydro-2H-pyran-4-yl)amino)pyrrolo[2,1-f][1,2,4]triazine-6-carbonitrile C1(CCC1)C(C(F)(F)F)C1=C(C(=C2C=NC(=NN21)N[C@H]2[C@@H](COCC2)O)F)C#N